C(C1=CC=CC=C1)OC[C@H]([C@@H]([C@@H](C(=O)OC)O)O)N=C(C1=CC=CC=C1)C1=CC=CC=C1 methyl (2S,3S,4R)-5-(benzyloxy)-4-[(diphenylmethylene) amino]-2,3-dihydroxypentanoate